N-[6-(5-chloro-1,3-benzoxazol-2-yl)-6-azaspiro[3.4]oct-2-yl]-5-(trifluoromethyl)furan-2-carboxamide ((diphenylmethylene)amino)-3-(3-fluorophenyl)propanoate C1(=CC=CC=C1)C(C1=CC=CC=C1)=NC(C(=O)O)CC1=CC(=CC=C1)F.ClC=1C=CC2=C(N=C(O2)N2CC3(CC(C3)NC(=O)C=3OC(=CC3)C(F)(F)F)CC2)C1